P(=O)(O)(O)OCOC(=O)NCC(=O)O N-(((phosphonooxy)methoxy)carbonyl)glycine